N-(3-chloro-2-fluorophenyl)-7-cyclopropoxy-6-(1-(5-(difluorometh-yl)pyrimidin-2-yl)-ethoxy)quinazolin-4-amine ClC=1C(=C(C=CC1)NC1=NC=NC2=CC(=C(C=C12)OC(C)C1=NC=C(C=N1)C(F)F)OC1CC1)F